N-((1,2,3,5,6,7-hexahydro-s-indacen-4-yl)carbamoyl)-4-methoxy-3-(3-(4,4,5,5-tetramethyl-1,3,2-dioxaborolan-2-yl)propyl)benzenesulfonamide C1CCC2=C(C=3CCCC3C=C12)NC(=O)NS(=O)(=O)C1=CC(=C(C=C1)OC)CCCB1OC(C(O1)(C)C)(C)C